[PH2](=O)OC(C1=C(C(=C(C=C1C)C)C1=CC=CC=C1)C)=O phenyl-2,4,6-trimethylbenzoyl hypophosphite